C(OCCNC(=O)OC)([O-])=O 2-(methoxycarbonylamino)ethyl carbonate